6-[(4-bromothien-2-yl)methyl]adenosine BrC=1C=C(SC1)CC1(C2=NCN([C@H]3[C@H](O)[C@H](O)[C@@H](CO)O3)C2=NC=N1)N